C(C)(=O)N1CCC(CC1)NC=1N=CC2=C(N1)N(C(C(=C2)Br)=O)C 2-((1-acetylpiperidin-4-yl)amino)-6-bromo-8-methylpyrido[2,3-d]pyrimidin-7(8H)-one